ethyl 7-(1-(tert-butoxycarbonyl)-1,2,3,6-tetrahydropyridin-4-yl)-5-fluoro-1H-indole-2-carboxylate C(C)(C)(C)OC(=O)N1CCC(=CC1)C=1C=C(C=C2C=C(NC12)C(=O)OCC)F